FC1=C(C(=CC(=C1)[N+](=O)[O-])F)N1CC2(C1)CN(C2)CC2CCN(CC2)C(=O)OC(C)(C)C tert-butyl 4-[[2-(2,6-difluoro-4-nitro-phenyl)-2,6-diazaspiro[3.3]heptan-6-yl]methyl]piperidine-1-carboxylate